gallium indium alloyl-ethylene C(C=C)(=O)C=C.[In].[Ga]